N-[(3-chloro-2-pyridinyl)methyl]-2-methyl-5-[(2S)-2-(trifluoromethylsulfonylamino)propoxy]pyridine-3-carboxamide ClC=1C(=NC=CC1)CNC(=O)C=1C(=NC=C(C1)OC[C@H](C)NS(=O)(=O)C(F)(F)F)C